COC(=O)C=1SC=CC1C(NC1=C(C=CC(=C1)Cl)OCCOC)=O ((5-chloro-2-(2-methoxyethoxy)phenyl)carbamoyl)thiophene-2-carboxylic acid methyl ester